(1S,2S)-2-fluoro-N-(6-(4-fluoro-2-methylphenyl)imidazo[1,2-a]pyridin-2-yl)cyclopropane-1-carboxamide F[C@@H]1[C@@H](C1)C(=O)NC=1N=C2N(C=C(C=C2)C2=C(C=C(C=C2)F)C)C1